FC1CC(N(C1)C(CC=1N=NNN1)=O)C(=O)NC(C1=CC=C(C=C1)C(C)C)C1=CC=CC=C1 4-fluoro-N-{phenyl[4-(propan-2-yl)phenyl]methyl}-1-[2-(2H-1,2,3,4-tetrazol-5-yl)acetyl]pyrrolidine-2-carboxamide